1-(2-aminoethyl)-1H-indol-6-amine NCCN1C=CC2=CC=C(C=C12)N